3-butenyl vinyl ether C(=C)OCCC=C